dibenzofuranyl-[bis(biphenylyl)triazinyl]biphenyl lithium-aluminum salt [Al].[Li].C1(=CC=CC=2OC3=C(C21)C=CC=C3)C=3C(=C(C=CC3)C3=CC=CC=C3)C3=NN=NC(=C3C3=C(C=CC=C3)C3=CC=CC=C3)C3=C(C=CC=C3)C3=CC=CC=C3